C(C)(C)(C)OC(C[C@@H](C[C@@H](CBr)O)O)=O (3R,5S)-6-bromo-3,5-dihydroxyhexanoic acid tert-butyl ester